The molecule is a tryptophan derivative resulting from the formal condensation of the alpha-amino group of tryptophan with malonic acid. It is a tryptophan derivative, a dicarboxylic acid and a secondary carboxamide. It derives from a malonic acid. C1=CC=C2C(=C1)C(=CN2)CC(C(=O)O)NC(=O)CC(=O)O